methyl N-[5-[(2-chloro-5-nitro-4-pyridyl)amino]-2-pyridyl]carbamate ClC1=NC=C(C(=C1)NC=1C=CC(=NC1)NC(OC)=O)[N+](=O)[O-]